N2-(3-(5-isopropoxypyridin-2-yl)-1,2,4-thiadiazol-5-yl)-N3,N3-dimethylpyrazine-2,3-diamine C(C)(C)OC=1C=CC(=NC1)C1=NSC(=N1)NC1=NC=CN=C1N(C)C